6-(4-((2R,3S)-1-acetyl-4-acryloyl-3-(methoxymethyl)piperazin-2-yl)-6-chloropyridin-2-yl)-N-methylpyrimidine-4-carboxamide C(C)(=O)N1[C@@H]([C@H](N(CC1)C(C=C)=O)COC)C1=CC(=NC(=C1)Cl)C1=CC(=NC=N1)C(=O)NC